C(C)(C)(C)OC(=O)N1CCC(CC1)(OC)C1=CC(=CC=C1)Cl 4-(3-chlorophenyl)-4-methoxypiperidine-1-carboxylic acid tert-butyl ester